1-(5-methyl-4-(3-phenylazetidine-1-carbonyl)picolinoyl)-4-phenylpiperidine-4-carbonitrile CC=1C(=CC(=NC1)C(=O)N1CCC(CC1)(C#N)C1=CC=CC=C1)C(=O)N1CC(C1)C1=CC=CC=C1